OC1(CC(C1)C(=O)N1CCC2(CC(C2)CC2=CC=C(C=C2)C)CC1)C ((1s,3s)-3-Hydroxy-3-methylcyclobutyl)(2-(4-methylbenzyl)-7-azaspiro[3.5]nonan-7-yl)methanon